N,N-diphenylamide C1(=CC=CC=C1)[N-]C1=CC=CC=C1